N-(3-cyano-1-isobutyl-1H-indol-6-yl)-6-oxo-1,6-dihydropyrimidine-4-carboxamide C(#N)C1=CN(C2=CC(=CC=C12)NC(=O)C=1N=CNC(C1)=O)CC(C)C